1-[2-(4-morpholinyl)ethyl]-3-(pyridin-2-yl)urea N1(CCOCC1)CCNC(=O)NC1=NC=CC=C1